C(#N)C1=C(C=C(C=C1C)N1CCN(CC1)C(C(=O)N(C)C)C1=CC=CC=C1)OC 2-(4-(4-Cyano-3-methoxy-5-methylphenyl)piperazin-1-yl)-N,N-dimethyl-2-phenylacetamide